(Z)-3-((2-(2-ethoxy-ethoxy)ethoxy)methylene)cyclohexane-1-carboxylate C(C)OCCOCCO\C=C\1/CC(CCC1)C(=O)[O-]